BrC=1C=NN2C1C=CC(=C2)F 3-bromo-6-fluoropyrazolo[1,5-a]pyridine